1-(tert-butyl)-pyrazole-3-carboxylic acid C(C)(C)(C)N1N=C(C=C1)C(=O)O